di-phenylcarbonate C1(=CC=CC=C1)OC(OC1=CC=CC=C1)=O